ClC=1C=CC(=C(C1)N1CCN(CC1)CCCCC1C(NC2=C1C=C(C=C2)C(=O)N)=O)C 4-[4-(5-chloro-2-methylphenyl)piperazinyl]Butyl-benzoAzolin-2-one-5-carboxamide